CC(C)(C)P(C(C)(C)C)C(C)(C)C tris(2-methylpropan-2-yl)phosphine